Cl.C(CCCC)(=O)OC1=C(C=C(C=C1)C[C@@H](C(=O)OC(C)C)N)OC(CCCC)=O (S)-4-(2-amino-3-isopropoxy-3-oxopropyl)-1,2-phenylene Dipentanoate Hydrochloride